tributyl-(3-pyridylmethyl)stannane C(CCC)[Sn](CC=1C=NC=CC1)(CCCC)CCCC